ClC=1C=C(C(=O)N(CC2CC2)C(C)C2=NC=CN=C2C(=O)NN(C)C(CCl)=O)C=C(C1)C(F)(F)F 3-Chloro-N-(1-(3-(2-(2-chloroacetyl)-2-methylhydrazine-1-carbonyl)pyrazin-2-yl)ethyl)-N-(cyclopropylmethyl)-5-(trifluoromethyl)benzamide